CCCCCCCCCCCCCCCC(=O)C heptadecanone